NC=1N=NC(=CC1N1C[C@@H](OCC1)C1=C(C(=C(C(=O)O)C=C1)C)C)C1=C(C=CC=C1)O (S)-4-(4-(3-Amino-6-(2-hydroxyphenyl)pyridazin-4-yl)morpholin-2-yl)-2,3-dimethylbenzoic acid